Cl.NC1=CC=C(N(CC)CC)C=C1 para-aminodiethyl-aniline hydrochloride